2-phenyl-5-phenylsulfanyl-1,3,4-oxadiazole C1(=CC=CC=C1)C=1OC(=NN1)SC1=CC=CC=C1